C1(=CC=CC=C1)C([C@@]1(NCCC1)C(=O)O)C1=CC=CC=C1 α-(diphenylmethyl)-proline